C(C1=CC=CC=C1)OC1=CC=C(C(=N1)C1=N[C@H](/C(/NC2=C1C(=C(C=C2)C(F)(F)F)Cl)=N/C(CC)O)C)F ((Z)-[(3S)-5-(6-benzyloxy-3-fluoro-2-pyridyl)-6-chloro-3-methyl-7-(trifluoromethyl)-1,3-dihydro-1,4-benzodiazepin-2-ylidene]amino)propan-1-ol